dibromo-methyl-isopropylsilane Br[Si](C(C)C)(C)Br